FC1=CC=C(C=C1)C1=C(N(C=N1)C(C)C)C=1NC=C(N1)C(=O)NC1=CC=C(C=C1)CCO 5'-(4-fluorophenyl)-N-(4-(2-hydroxyethyl)phenyl)-3'-isopropyl-1H,3'H-[2,4'-biimidazole]-4-carboxamide